C(CC)OC(\C=C\C(=O)O)=O fumaric acid monopropyl ester